C(#N)C(C(=O)NC([O-])=O)=NNC1=CC(=C(C(=C1)Cl)OC=1C=C2CCN(C(C2=CC1)=O)CC1=CC(=CC=C1)F)Cl (2-cyano-2-(2-(3,5-dichloro-4-((2-(3-fluorobenzyl)-1-oxo-1,2,3,4-tetrahydroisoquinolin-6-yl)oxy)phenyl)hydrazono)acetyl)carbamate